(R)-2-((tert-butyldimethylsilyl)oxy)-4-((di-tert-butyl(isobutyl)silyl)oxy)-3,3-dimethyl-1-(1-methyl-1H-pyrrol-2-yl)butan-1-one [Si](C)(C)(C(C)(C)C)O[C@@H](C(=O)C=1N(C=CC1)C)C(CO[Si](CC(C)C)(C(C)(C)C)C(C)(C)C)(C)C